BrC=1C=C(OC2=C(C(=NN2C)C(F)F)C(=O)N[C@@H](C)C2=CC=C(C(=O)OC)C=C2)C=CC1C methyl (S)-4-(1-(5-(3-bromo-4-methylphenoxy)-3-(difluoromethyl)-1-methyl-1H-pyrazole-4-carboxamido)ethyl)benzoate